COC1=CC=C(C=N1)C=O 6-methoxy-3-pyridinecarboxaldehyde